FC1=CC=C(C[C@H](N)C(=O)O)C=C1 4-fluoro-L-phenylalanine